2-(2,6-dimethyl-4-((5-methyl-2-oxo-3-(4-(trifluoromethyl)phenyl)imidazolin-1-yl)methyl)phenoxy)-2-methylpropanoic acid ethyl ester C(C)OC(C(C)(C)OC1=C(C=C(C=C1C)CN1C(N(CC1C)C1=CC=C(C=C1)C(F)(F)F)=O)C)=O